2-(7-(4-hydroxyphenyl)-8,9,10,11-tetrahydro-3H-pyrazolo[4,3-a]phenanthridin-9-yl)isoindoline-1,3-dione OC1=CC=C(C=C1)C1=NC2=CC=C3C(=C2C=2CCC(CC12)N1C(C2=CC=CC=C2C1=O)=O)C=NN3